NCCOCCOC(C(CN(CC1=CC=CC=C1)CC1=CC=CC=C1)F)C 3-[2-(2-Aminoethoxy)ethoxy]-N,N-dibenzyl-2-fluoro-butan-1-amine